2-((2-((4-(4-((2-(2,4-dioxotetrahydropyrimidin-1(2H)-yl)benzyl)(methyl)amino)piperidin-1-yl)-2-isopropoxy-5-methylphenyl)amino)-5-(trifluoromethyl)pyridin-4-yl)amino)-N-methylbenzamide O=C1N(CCC(N1)=O)C1=C(CN(C2CCN(CC2)C2=CC(=C(C=C2C)NC2=NC=C(C(=C2)NC2=C(C(=O)NC)C=CC=C2)C(F)(F)F)OC(C)C)C)C=CC=C1